S1C=NC(=C1)C1=NNC(=C1)C(=O)N 3-(thiazol-4-yl)-1H-pyrazole-5-carboxamide